N[C@H](C(=O)NC=1C=C2CC(CC2=CC1)(C(=O)NC1=C(C=CC=C1)C)N1C(N[C@@H](C1)C(C)C)=O)C(C1CC1)C1CC1 5-((S)-2-amino-3,3-dicyclopropylpropanamido)-2-((R)-4-isopropyl-2-oxoimidazolidin-1-yl)-N-(o-tolyl)-2,3-dihydro-1H-indene-2-carboxamide